C(#N)[C@H](C[C@@H]1C(NCCC1)=O)NC(=O)[C@@H]1N([C@H]2CC([C@@H]1CC2)(F)F)C([C@@H](C2=CC=CC=C2)O)=O (1R,3R,4R)-N-((S)-1-cyano-2-((R)-2-oxopiperidin-3-yl)ethyl)-5,5-difluoro-2-((R)-2-hydroxy-2-phenylacetyl)-2-azabicyclo[2.2.2]octane-3-carboxamide